3-amino-5-bromo-N-(4-fluoro-3-(trifluoromethyl)phenyl)-2-naphthamide NC=1C(=CC2=CC=CC(=C2C1)Br)C(=O)NC1=CC(=C(C=C1)F)C(F)(F)F